Cl.CNC(=O)C1CNCC1 N-methylpyrrolidine-3-carboxamide hydrochloride